C1(=CC=CC=C1)C(CNC(=O)C=1NC=CN1)C1=CC=CC=C1 N-(2,2-diphenylethyl)-1H-imidazole-2-carboxamide